C1(CC1)C1(CNCCC1)O 3-cyclopropyl-piperidin-3-ol